C1(=CC=CC=C1)NC(NC1=CC=CC=C1)=O Diphenyl-urea